FC(C(=O)O)(F)F.ClC1=C(C=CC=C1C1=C(C=CC(=C1)F)F)[C@@]1(CC(N(C(N1)=N)[C@@H]1C[C@@H](OCC1)C)=O)C (6S)-6-[2-Chloro-3-(2,5-difluoro-phenyl)phenyl]-2-imino-6-methyl-3-[(2S,4S)-2-methyltetrahydro-pyran-4-yl]hexahydropyrimidin-4-one trifluoroacetic acid salt